5-(2-bromophenyl)-2,2-dimethylpent-4-enoic acid methyl ester COC(C(CC=CC1=C(C=CC=C1)Br)(C)C)=O